4-trifluoromethyloxyoxetane FC(OC1CCO1)(F)F